N1[C@H](CCC1)C(=O)N1CCC(=CC1)C=1N=C(C=2N(C1)C=NN2)N[C@H](C)C2=C(C=C(C=C2)Cl)Cl 6-(1-(D-prolyl)-1,2,3,6-tetrahydropyridin-4-yl)-8-(((R)-1-(2,4-dichlorophenyl)ethyl)amino)-[1,2,4]triazolo[4,3-a]pyrazine